CN1CC(C1)(C)[C@](O)(C1=CC=C(C=C1)C(C)C)C=1C=NC=C(C1)N1C[C@H](CC1)CO (R)-(1,3-dimethyl-azetidin-3-yl)-[5-((S)-3-hydroxymethyl-pyrrolidin-1-yl)-pyridin-3-yl]-(4-isopropyl-phenyl)-methanol